ClC=1C=C2C(=C(C(NC2=CC1)=O)C1=NNC(C1)C1=CC=C(C=C1)C)C1=CC=CC=C1 6-chloro-4-phenyl-3-[5-(p-tolyl)-4,5-dihydro-1H-pyrazol-3-yl]-1H-quinolin-2-one